(S)-1-(6-chloropyridazin-3-yl)-7'-(3,5-difluorophenyl)dihydro-1'H,3'H,5'H-spiro[piperidine-4,2'-pyrazolo[1,2-a]pyrazol]-1'-one ClC1=CC=C(N=N1)N1CCC2(CN3N([C@@H](CC3)C3=CC(=CC(=C3)F)F)C2=O)CC1